Cl.Cl.Cl.N1CC(C1)OC=1C=CC=2N=CN=C(C2N1)NC1=CC(=C(C=C1)Cl)Cl 6-(azetidin-3-yloxy)-N-(3,4-dichlorophenyl)pyrido[3,2-d]Pyrimidin-4-amine trihydrochloride